The molecule is a flavonol 7-O-beta-D-glucoside that is quercetin substituted by a p-hydroxybenzyl group at position 6 and a beta-D-glucopyranosyl moiety at position 7 via a glycosidic linkage. It is isolated from the root barks of Cudrania tricuspidata and exhibits radical scavenging effects against 1, 1-diphenyl-2-picrylhydrazyl (DPPH) and anti-lipid peroxidation efficacy on human low-density lipoprotein by TBARS assay. It has a role as a metabolite and a radical scavenger. It is a flavonol 7-O-beta-D-glucoside and a monosaccharide derivative. It derives from a quercetin. C1=CC(=CC=C1CC2=C(C=C3C(=C2O)C(=O)C(=C(O3)C4=CC(=C(C=C4)O)O)O)O[C@H]5[C@@H]([C@H]([C@@H]([C@H](O5)CO)O)O)O)O